N-(2,3-dihydro-4H-benzo[b][1,4]oxazin-4-yl)-4-isopropyl-1-(2,3,5-trifluorophenyl)-1H-pyrazolo[3,4-b]pyridine-5-carboxamide O1C2=C(N(CC1)NC(=O)C=1C(=C3C(=NC1)N(N=C3)C3=C(C(=CC(=C3)F)F)F)C(C)C)C=CC=C2